(S)-3-((S)-3-(hydroxymethyl)-7-oxo-3,4,7,9-tetrahydro-[1,4]oxazino[2,3-e]isoindol-8(2H)-yl)piperidine-2,6-dione OC[C@@H]1NC=2C(=C3CN(C(C3=CC2)=O)[C@@H]2C(NC(CC2)=O)=O)OC1